ClC1=C(C=C(CNC(C(C)C)=O)C=C1)C=1NC(C(=C(N1)C1=CC=CC=C1)F)=O N-[4-chloro-3-(5-fluoro-6-oxo-4-phenyl-1,6-dihydropyrimidin-2-yl)benzyl]isobutyramide